C(C)(CC)C1C(NC2=C(CN1C(=O)N1CC(C1)OCC(=O)N(C)C)C=CC=C2)=O 2-((1-(3-(sec-butyl)-2-oxo-2,3,4,5-tetrahydro-1H-benzo[1,4]diazepine-4-carbonyl)azetidin-3-yl)oxy)-N,N-dimethylacetamide